trans-(Pyrazin-2-yloxy)-cyclohexanecarboxylic acid hydrazide N1=C(C=NC=C1)OC1(CCCCC1)C(=O)NN